O1C(=CC=C1)C(=O)NC(=S)N furanoyl-thiourea